2-((4-(5-isobutyl-2-(2H-tetrazol-5-yl)pyridin-3-yl)piperazin-1-yl)methyl)-5-methylthiazole C(C(C)C)C=1C=C(C(=NC1)C=1N=NNN1)N1CCN(CC1)CC=1SC(=CN1)C